C(C)(=O)NCCOC=1C(=C(C=CC1)N1N=CC2=C1COC[C@@H]2NC(=O)C=2N=CN1C2CCCC1)Cl (R)-N-(1-(3-(2-acetamidoethoxy)-2-chlorophenyl)-1,4,5,7-tetrahydropyrano[3,4-c]pyrazol-4-yl)-5,6,7,8-tetrahydroimidazo[1,5-a]pyridine-1-carboxamide